C(CCCCCCCCC)(=O)OCC(COC(NC1CN(C1)C)=O)OC(CCCCCCCCC)=O 3-(((1-methylazetidin-3-yl)carbamoyl)oxy)propane-1,2-diyl bis(decanoate)